C(C)(=O)C=1C=C(OCC2=C(C=C(C=C2)NC(CC2=C(C=CC=C2)Cl)=O)S(N)(=O)=O)C=CC1 N-(4-((3-acetylphenoxy)methyl)-3-sulfamylphenyl)-2-(2-chlorophenyl)acetamide